1-[2-[3-(difluoromethyl)-5-ethyl-pyrazol-1-yl]-6-[6-[(6-methylpyridazin-3-yl)amino]benzimidazol-1-yl]-3-pyridinyl]ethanol FC(C1=NN(C(=C1)CC)C1=NC(=CC=C1C(C)O)N1C=NC2=C1C=C(C=C2)NC=2N=NC(=CC2)C)F